tert-Butyl 2-(5-cyano-2-methoxy-4-nitrophenyl)-2,6-diazaspiro[3.5]nonane-6-carboxylate C(#N)C=1C(=CC(=C(C1)N1CC2(C1)CN(CCC2)C(=O)OC(C)(C)C)OC)[N+](=O)[O-]